C(#N)C1=NC(=NC(=C1)C)N1CCN(CC1)S(=O)(=O)C1=CC=C(C=C1)NC(C1=C(C=CC(=C1)CC1=NC(NC1=O)=O)N(S(=O)(=O)C)C)=O N-(4-((4-(4-cyano-6-methylpyrimidin-2-yl)piperazin-1-yl)sulfonyl)phenyl)-5-((2,5-dioxo-2,5-dihydro-1H-imidazol-4-yl)methyl)-2-(N-methylmethylsulfonamido)benzamide